(S*)-(3-amino-6-ethyl-4,5,6,7-tetrahydropyrazolo[3,4-c]pyridin-2-yl)(8-methyl-1,2,3,4-tetrahydro-quinolin-4-yl)methanone NC=1N(N=C2CN(CCC21)CC)C(=O)[C@H]2CCNC1=C(C=CC=C21)C |o1:14|